2-(3-(((1S,2S,3R,5R)-2-fluoro-8-azabicyclo[3.2.1]octan-3-yl)(methyl)amino)-1,2,4-triazin-6-yl)-5-(1H-imidazol-1-yl)phenol F[C@H]1[C@@H]2CC[C@H](C[C@H]1N(C=1N=NC(=CN1)C1=C(C=C(C=C1)N1C=NC=C1)O)C)N2